tert-butyl (2S,6R)-4-(2,7-dichloro-8-iodo-6-(trifluoromethyl)quinazolin-4-yl)-2,6-dimethylpiperazine-1-carboxylate ClC1=NC2=C(C(=C(C=C2C(=N1)N1C[C@@H](N([C@@H](C1)C)C(=O)OC(C)(C)C)C)C(F)(F)F)Cl)I